(3-chloro-4-methoxyphenyl)-4-(5-cyano-2-oxo-2,3-dihydro-1H-1,3-benzodiazol-1-yl)piperidine-1-carboxamide ClC=1C=C(C=CC1OC)C1N(CCC(C1)N1C(NC2=C1C=CC(=C2)C#N)=O)C(=O)N